[Na].C(CCCCCCCCCCC)(=O)N.C(CCCCCCCCCCC)(=O)N bis(lauramide) sodium